NC=1N=CC2=C(N1)SC=C2 2-aminothieno[2,3-d]pyrimidine